ICC1C(CC(CC1)C(=O)OC)(C)C methyl 4-(iodomethyl)-3,3-dimethylcyclohexane-1-carboxylate